(diphenyltriazinyl)(dibenzoselenophenyl)terbenzene C1(=CC=CC=C1)C1=C(C(=NN=N1)C=1C(=C(C=CC1)C=1C(=CC=CC1)C1=CC=CC=C1)C1=CC=CC=2[Se]C3=C(C21)C=CC=C3)C3=CC=CC=C3